CN1C(C(=C(C=C1)[O-])NC(N[C@@H](CC(=O)[O-])C=1C=C(C=C(C1)F)C1=C(C=C(C=C1)F)F)=O)=O.[Na+].[Na+] Natrium (S)-3-(3-(1-Methyl-4-oxido-2-oxo-1,2-dihydropyridin-3-yl)ureido)-3-(2',4',5-trifluorobiphenyl-3-yl)propanoat